5-aminouracil potassium salt [K].NC=1C(NC(NC1)=O)=O